O=C1NC(CCC1N1CC(NC2=C(C1=O)C=CC=C2)=O)=O 4-(2,6-dioxopiperidin-3-yl)-3,4-dihydro-1H-benzo[e][1,4]Diazepine-2,5-dione